2-(2-oxo-phenethyl)-4-iodoisoquinolin-1(2H)-one O=C1C(CCN2C(C3=CC=CC=C3C(=C2)I)=O)C=CC=C1